C-(1H-imidazol-4(s)-yl)-methylamine N1C=NC(=C1)CN